CC1(CC=2C=NC(=NC2C2=C1C(=NN2C2OCCCC2)C(=O)O)NC)C 4,4-dimethyl-8-(methylamino)-1-(tetrahydro-2H-pyran-2-yl)-4,5-dihydro-1H-pyrazolo[4,3-H]quinazoline-3-carboxylic acid